(4-{[(tert-butoxy)carbonyl](hydroxy)amino}-3-(4-methanesulfonylphenyl)-1-methyl-5-oxo-4,5-dihydro-1H-pyrazol-4-yl)acetic acid methyl ester COC(CC1(C(=NN(C1=O)C)C1=CC=C(C=C1)S(=O)(=O)C)N(O)C(=O)OC(C)(C)C)=O